(3-chlorophenyl)methanol acryloxyethyl-4-azidobenzoate C(C=C)(=O)OCCC1=C(C(=O)OCC2=CC(=CC=C2)Cl)C=CC(=C1)N=[N+]=[N-]